C(C=C)(=O)OC1C2C3C4C5C(C(C3C(C1)C2)C4)O5 6,7-epoxydecahydro-1,4:5,8-dimethanonaphthalene-2-yl acrylate